4-bromo-6-fluoro-N-tetrahydropyran-4-yl-pyridin-3-amine BrC1=C(C=NC(=C1)F)NC1CCOCC1